racemic-1-(morpholino(phenyl)methyl)naphthalen-2-ol O1CCN(CC1)[C@@H](C1=C(C=CC2=CC=CC=C12)O)C1=CC=CC=C1 |r|